FC(C=1C(=NC=CC1)N1[C@H]([C@H](CC1)NS(=O)(=O)C)CO[C@@H]1CC[C@@H](CC1)C1=CC=CC=C1)F N-((2R,3S)-1-(3-(difluoromethyl)pyridin-2-yl)-2-((((CIS)-4-phenylcyclohexyl)oxy)methyl)pyrrolidin-3-yl)methanesulfonamide